1,3-dimethyl-5-hydroxypyrazole CN1N=C(C=C1O)C